3-((4-((4-(3-(6-(4-amino-4-methylpiperidin-1-yl)-1H-pyrazolo[3,4-b]pyrazin-3-yl)-2-chlorophenyl)piperazin-1-yl)methyl)phenyl)amino)piperidine-2,6-dione NC1(CCN(CC1)C1=CN=C2C(=N1)NN=C2C=2C(=C(C=CC2)N2CCN(CC2)CC2=CC=C(C=C2)NC2C(NC(CC2)=O)=O)Cl)C